ethylene bisricinoleate C(CCCCCCC\C=C/C[C@H](O)CCCCCC)(=O)OCCOC(CCCCCCC\C=C/C[C@H](O)CCCCCC)=O